OCC=1C=C(C=NC1)NC(C(N1C(CCCC1)C1=CC=CC=C1)=O)=O (5-(hydroxymethyl)pyridin-3-yl)-2-oxo-2-(2-phenylpiperidin-1-yl)acetamide